(S)-1-methyl-5-((1-methyl-1H-pyrazol-4-yl)methyl)-N-(1-methylcyclopropyl)-6-oxo-2,3,5,6-tetrahydro-1H-pyrimido[1,2-a]quinazoline-8-sulfonamide C[C@H]1CCN=C2N1C1=CC=C(C=C1C(N2CC=2C=NN(C2)C)=O)S(=O)(=O)NC2(CC2)C